2-((2,6-dimethyltetrahydro-1H-pyrrolizin-7a(5H)-yl)methoxy)-7-(8-ethynyl-6-fluoronaphthalen-1-yl)-8-fluoropyrido[4,3-d]pyrimidine CC1CC2(CC(CN2C1)C)COC=1N=CC2=C(N1)C(=C(N=C2)C2=CC=CC1=CC(=CC(=C21)C#C)F)F